ditertbutyl malate C(C(O)CC(=O)OC(C)(C)C)(=O)OC(C)(C)C